[Si](C)(C)(C(C)(C)C)OCC=1C=C(C=CC1)C1=CC(=NN1CC1=CC=C(C=C1)OC)CP(OCC)(OCC)=O diethyl ({5-[3-({[tert-butyl(dimethyl)silyl]oxy}methyl)phenyl]-1-(4-methoxybenzyl)-1H-pyrazol-3-yl}methyl)phosphonate